(8-bromo-6-chloroimidazo[1,2-b]pyridazin-2-yl)methanol BrC=1C=2N(N=C(C1)Cl)C=C(N2)CO